tert-butyl 4-{1-[1-(2,6-dioxopiperidin-3-yl)-3-methyl-2-oxo-1,3-benzodiazol-5-yl]piperidin-4-yl}piperazine-1-carboxylate O=C1NC(CCC1N1C(N(C2=C1C=CC(=C2)N2CCC(CC2)N2CCN(CC2)C(=O)OC(C)(C)C)C)=O)=O